ClC=1C(=C(C2=CC=CC=C2C1)C1=C(C=CC2=CC=CC=C12)P(C1=CC=CC=C1)C1=CC=CC=C1)P(C1=CC=CC=C1)C1=CC=CC=C1 Chloro[2,2'-bis(diphenylphosphino)-1,1'-binaphthyl]